C(=O)C=1C=C(C=CC1)CCCC(=O)O 4-(3-formylphenyl)butanoic acid